((3'-(difluoromethoxy)-[1,1'-biphenyl]-4-yl)oxy)-1H-1,2,3-triazole-4-carboxylic acid FC(OC=1C=C(C=CC1)C1=CC=C(C=C1)ON1N=NC(=C1)C(=O)O)F